The molecule is a linear seventeen-membered polypeptide comprising the sequence Glu-Asn-Pro-Ala-Val-His-Phe-Phe-Lys-Asn-Ile-Val-Thr-Pro-Arg-Thr-Pro. Corresponds to the sequence of the myelin basic protein 83-99 (MBP83-99) immunodominant epitope with the valyl residue at position 86 replaced by alanyl [MBP83-99(A(86))]. It has a role as an epitope. CCC(C)[C@@H](C(=O)N[C@@H](C(C)C)C(=O)N[C@@H](C(C)O)C(=O)N1CCC[C@H]1C(=O)N[C@@H](CCCNC(=N)N)C(=O)N[C@@H](C(C)O)C(=O)N2CCC[C@H]2C(=O)O)NC(=O)[C@H](CC(=O)N)NC(=O)[C@H](CCCCN)NC(=O)[C@H](CC3=CC=CC=C3)NC(=O)[C@H](CC4=CC=CC=C4)NC(=O)[C@H](CC5=CNC=N5)NC(=O)[C@H](C(C)C)NC(=O)[C@H](C)NC(=O)[C@@H]6CCCN6C(=O)[C@H](CC(=O)N)NC(=O)[C@H](CCC(=O)N)N